Cl.OCCNC1=CC2=C(C=C1)OCO2 N-hydroxyethyl-3,4-methylenedioxyaniline hydrochloride